CC1CC(C(CC1)C(=O)O)C(=O)O 4-methyl-1,2-cyclohexanedicarboxylic acid